The molecule is a pyrimidine 2',3'-dideoxyribonucleoside compound having a 3'-azido substituent and thymine as the nucleobase. It has a role as an antiviral drug, an antimetabolite and a HIV-1 reverse transcriptase inhibitor. It is a pyrimidine 2',3'-dideoxyribonucleoside and an azide. CC1=CN(C(=O)NC1=O)[C@H]2C[C@@H]([C@H](O2)CO)N=[N+]=[N-]